BrC=1N=C2N(N1)[C@@H](C[C@H]2F)C2=CC=CC=C2 trans-2-bromo-7-fluoro-5-phenyl-6,7-dihydro-5H-pyrrolo[1,2-b][1,2,4]triazole